2-((1r,4r)-4-ethoxycyclohexylamino)-4-((1s,3s)-3-methylcyclobutylamino)pyrimidine-5-carboxamide C(C)OC1CCC(CC1)NC1=NC=C(C(=N1)NC1CC(C1)C)C(=O)N